ClC=1N=C(C2=C(N1)CN(CC2)C2=CC=CC1=CC=CC=C21)N2CC(N(CC2CC(=O)OC)C(=O)OCC2=CC=CC=C2)C benzyl 4-(2-chloro-7-(naphthalen-1-yl)-5,6,7,8-tetrahydropyrido[3,4-d]pyrimidin-4-yl)-5-(2-methoxy-2-oxoethyl)-2-methylpiperazine-1-carboxylate